4-((S)-5-methyl-3-((R)-1,1,1-trifluoro-2-hydroxypropan-2-yl)-5,6-dihydroimidazo[1,5-a]pyrazolo[5,1-c]pyrazin-9-yl)-2-oxabicyclo[2.2.2]octane-1-carboxamide C[C@H]1CN2C(C=3N1C(=NC3)[C@@](C(F)(F)F)(C)O)=CC(=N2)C23COC(CC2)(CC3)C(=O)N